tert-Butyl 4-({4-amino-5-(7-methoxy-5-methyl-1-benzothiophen-2-yl)-6-[(3-oxopiperazin-1-yl)methyl]pyrrolo[2,1-f][1,2,4]triazin-7-yl}methyl)piperazine-1-carboxylate NC1=NC=NN2C1=C(C(=C2CN2CCN(CC2)C(=O)OC(C)(C)C)CN2CC(NCC2)=O)C=2SC1=C(C2)C=C(C=C1OC)C